(R)-5-((1H-pyrazol-1-yl)methyl)-N-(2,6-difluorophenylsulfonimidoyl)-6-methoxypicolinamide N1(N=CC=C1)CC=1C=CC(=NC1OC)C(=O)N[S@](=O)(=N)C1=C(C=CC=C1F)F